6-bromo-2-methylhexan-2-ol BrCCCCC(C)(O)C